Cl.N1CC(C1)CO azetidine-3-methanol hydrochloride